2-iminobutyric acid methyl ester COC(C(CC)=N)=O